FC(C1=NN(C=C1C(=O)NC1=C(C=CC=C1)C1=CC=C(C=C1)C#CC(C)(C)C)C)F 3-(difluoromethyl)-N-[4'-(3,3-dimethylbut-1-yn-1-yl)biphenyl-2-yl]-1-methyl-1H-pyrazole-4-carboxamide